FC1=C(C=CC=C1)CN(C(=O)C=1N=CNC1)C N-[(2-fluorophenyl)methyl]-N-methyl-1H-imidazole-4-carboxamide